tert-butyl (1R,4R,5S)-5-(2-((R)-1-acetylpyrrolidin-2-yl)-7-bromo-8-(2-cyanoethyl)-6-fluoro-4-(methylthio)-1H-pyrrolo[3,2-c]quinolin-1-yl)-2-azabicyclo[2.1.1]hexane-2-carboxylate C(C)(=O)N1[C@H](CCC1)C1=CC=2C(=NC=3C(=C(C(=CC3C2N1[C@H]1[C@H]2CN([C@@H]1C2)C(=O)OC(C)(C)C)CCC#N)Br)F)SC